CC1=C(C=C(N)C=C1)N1N=C(N=N1)C 4-methyl-3-(5-methyl-2H-tetrazol-2-yl)aniline